(1s,4s)-4-(4-(3-(1,1-dioxido-4-oxo-1,2,5-thiadiazolidin-2-yl)-2-fluoro-4-hydroxyphenyl)-1H-imidazol-1-yl)cyclohexane-1-carbonitrile O=S1(N(CC(N1)=O)C=1C(=C(C=CC1O)C=1N=CN(C1)C1CCC(CC1)C#N)F)=O